C(CCCCCCCCCCCCCCCCCC(=O)O)(=O)O nonadecandioic acid